N-(7-(2-fluoro-4-(piperidin-4-yloxy)phenyl)quinolin-4-yl)benzo[d]thiazol-5-amine FC1=C(C=CC(=C1)OC1CCNCC1)C1=CC=C2C(=CC=NC2=C1)NC=1C=CC2=C(N=CS2)C1